(2S,3R,4S,5S,6R)-2-(((4aR,10aR)-7-hydroxy-1-propyl-1,2,3,4,4a,5,10,10a-octahydrobenzo[g]quinolin-6-yl)oxy)-6-(hydroxymethyl)tetrahydro-2H-pyran-3,4,5-triol OC=1C=CC2=C(C[C@H]3CCCN([C@@H]3C2)CCC)C1O[C@@H]1O[C@@H]([C@H]([C@@H]([C@H]1O)O)O)CO